(3S,4S)-4-[4-[3-Chloro-4-[(1S)-1-(5-fluoro-2-pyridyl)-2-hydroxy-ethoxy]pyrazolo[1,5-a]pyridin-6-yl]-5-methyl-pyrazol-1-yl]-3-hydroxy-piperidine-1-carbonitrile ClC=1C=NN2C1C(=CC(=C2)C=2C=NN(C2C)[C@@H]2[C@H](CN(CC2)C#N)O)O[C@H](CO)C2=NC=C(C=C2)F